CC(CO)(CO)CN(C)C 2-methyl-2-[(N,N-dimethylamino)methyl]propane-1,3-diol